1-fluoro-N-((6S,7S)-6-((2-fluoro-[1,1'-biphenyl]-3-yl)methyl)-5-(3-methoxy-2,2-dimethylpropanoyl)-5-azaspiro[2.4]heptan-7-yl)methanesulfonamide FCS(=O)(=O)N[C@@H]1[C@@H](N(CC12CC2)C(C(COC)(C)C)=O)CC=2C(=C(C=CC2)C2=CC=CC=C2)F